1-[4-chloro-6-(trifluoromethyl)-3-pyridyl]-3-[1-(3-pyrimidin-2-ylpyrazin-2-yl)ethyl]urea ClC1=C(C=NC(=C1)C(F)(F)F)NC(=O)NC(C)C1=NC=CN=C1C1=NC=CC=N1